FC1(CC=C(CC1)C=1C=C(C=C2C=C(C=NC12)C(=O)OC)OC)F.C[Si](O[SiH](C)C)(CCCOCC1OC1)C 1,1,3,3-tetramethyl-1-[3-(2-oxiranylmethoxy) propyl] disiloxane methyl 8-(4,4-difluorocyclohex-1-en-1-yl)-6-methoxyquinoline-3-carboxylate